C(C)OC(=O)C=1C(=NC=2C=CN(C(C2C1)=O)CC=1C=NC=CC1)C.ClCCC(=O)NC1=C(C=CC=C1)C 3-chloro-N-(o-tolyl)propionamide ethyl-2-methyl-5-oxo-6-(pyridin-3-ylmethyl)-5,6-dihydro-1,6-naphthyridine-3-carboxylate